N-(4-cyclopentyl-3-fluorophenyl)-6-(1H-tetrazol-5-yl)benzofuran C1(CCCC1)C1=C(C=C(C=C1)N1N=NN=C1C1=CC2=C(C=CO2)C=C1)F